2-[3-(5-fluoro-6-methyl-2-pyridyl)-1H-pyrazol-4-yl]-7-(4,5,6,7-tetrahydro-2H-pyrazolo[3,4-c]pyridin-3-yl)-1,5-naphthyridine FC=1C=CC(=NC1C)C1=NNC=C1C1=NC2=CC(=CN=C2C=C1)C=1NN=C2CNCCC21